CN(C(CC1CN(CCCC1)C(=O)OC(C)(C)C)=O)C tert-butyl 3-[2-(dimethylamino)-2-oxo-ethyl]azepane-1-carboxylate